CN1C2CC(CC1CC2)NC2=NN1C(S2)=NC(=C1)C1=C(C=C(C=C1)C=1C=NNC1)O 2-(2-{[(3-Exo)-8-methyl-8-azabicyclo[3.2.1]oct-3-yl]amino}imidazo[2,1-b][1,3,4]thiadiazol-6-yl)-5-(1H-pyrazol-4-yl)phenol